ethyl-2-hydroxyethyl methyl sulfate S(=O)(=O)(OCC(O)CC)OC